NC1=NC=C(C2=C1C(=C(N2C)C2=CC=C(C=C2)NC(C(=C)F)=O)C2=CC(=C(C(=O)NCC1(CC1)F)C=C2)OC)C#CC(C)(S(=O)(=O)C)C 4-(4-amino-2-{4-[(2-fluoroacrylamido)]phenyl}-1-methyl-7-[3-methyl-3-(methylsulfonyl)but-1-ynyl]pyrrolo[3,2-c]pyridin-3-yl)-N-[(fluorocyclopropyl)methyl]-2-methoxybenzamide